3,6-dimethyl-1,1-bis(4-hydroxyphenyl)cyclododecane CC1CC(CCCCCCC(CC1)C)(C1=CC=C(C=C1)O)C1=CC=C(C=C1)O